1-Methoxy-4-nitro-2-(prop-2-yn-1-yloxy)benzene COC1=C(C=C(C=C1)[N+](=O)[O-])OCC#C